(methylsulfonyl)indoline-3-carboxamide CS(=O)(=O)N1CC(C2=CC=CC=C12)C(=O)N